benzyl (2R,3S,3aR,6aR)-3-(benzylamino)-2-(((tert-butyldimethylsilyl)oxy)methyl)hexahydrocyclopenta[b]pyrrole-1(2H)-carboxylate C(C1=CC=CC=C1)N[C@H]1[C@@H]2[C@H](N([C@H]1CO[Si](C)(C)C(C)(C)C)C(=O)OCC1=CC=CC=C1)CCC2